N,N-diethyl-5-(3-(ethylamino)-4-methylphenoxy)naphthalen-2-amine C(C)N(C1=CC2=CC=CC(=C2C=C1)OC1=CC(=C(C=C1)C)NCC)CC